C(C1=CC=CC=C1)N1CCN(C2=CC=C(C=C12)[N+](=O)[O-])C 4-benzyl-1-methyl-6-nitro-1,2,3,4-tetrahydroquinoxaline